tert-butyl 4-((di-tert-butoxyphosphoryl)oxy)-3-(hydroxymethyl)-5-methylbenzoate C(C)(C)(C)OP(=O)(OC(C)(C)C)OC1=C(C=C(C(=O)OC(C)(C)C)C=C1C)CO